N,N-dimethyl-N-butylammonium hydrogen sulfate S(=O)(=O)(O)[O-].C[NH+](CCCC)C